1-(cyclopropylmethyl)-3-(3-fluorophenyl)-1H-indazole-6-carboxylic acid C1(CC1)CN1N=C(C2=CC=C(C=C12)C(=O)O)C1=CC(=CC=C1)F